4-Chloro-5-phenyl-7-tosyl-7H-pyrrolo[2,3-d]pyrimidine ClC=1C2=C(N=CN1)N(C=C2C2=CC=CC=C2)S(=O)(=O)C2=CC=C(C)C=C2